CN1N=C(N=N1)C=1C=C(C(=O)NCCN2C(C3=CC4=C(N=CC=C4N3CC2)OCC(F)(F)F)=O)C=CC1 3-(2-methyltetrazol-5-yl)-N-[2-[10-oxo-6-(2,2,2-trifluoroethoxy)-1,5,11-triazatricyclo[7.4.0.02,7]trideca-2,4,6,8-tetraen-11-yl]ethyl]benzamide